CO\N=C/1\C(=C(CCC1)C)C1=C(C=C(C2=CC=CC=C12)Br)C#C[Si](C(C)C)(C(C)C)C(C)C (E)-2-(4-bromo-2-((triisopropylsilyl)ethynyl)naphthalen-1-yl)-3-methylcyclohex-2-en-1-one-O-methyl oxime